FC1=C(N=C2N(C1=O)CC[C@H](N2CC(C)=O)C(F)(F)F)N2[C@@H](COCC2)C (S)-3-Fluoro-2-((R)-3-methylmorpholin-4-yl)-9-(2-oxopropyl)-8-trifluoromethyl-6,7,8,9-tetrahydro-pyrimido[1,2-a]-pyrimidin-4-one